C(C(=C)C)(=O)OC=1C(OC(C2=C(C=CC=C2)CCO)=O)=CC=CC1 catechol hydroxyethyl-benzoate methacrylate